C(#N)C=1C(=CC(=NC1)NC(=O)N1C2CC(C3=CC(=C(N=C13)C=O)CC)(C2)F)NCCOC N-(5-cyano-4-((2-methoxyethyl)amino)pyridin-2-yl)-4-fluoro-7-formyl-6-ethyl-3,4-dihydro-2,4-methylene-1,8-naphthyridine-1(2H)-carboxamide